tert-butyl 4-((6-(2,6-dioxopiperidin-3-yl)-3,4-dihydroquinolin-1(2H)-yl)methyl)piperidine-1-carboxylate O=C1NC(CCC1C=1C=C2CCCN(C2=CC1)CC1CCN(CC1)C(=O)OC(C)(C)C)=O